3-(isobutenyloxy)propyl-trimethoxysilicon C(=C(C)C)OCCC[Si](OC)(OC)OC